F[C@@H]1[C@H]([C@@H]2CN([C@]1(C2)C)C)OC2=CC=C(N=N2)C2=C(C=C(C=C2)C2=CC(=NC=C2)OC)O 2-(6-(((1S,4S,5S,6S)-6-fluoro-1,2-dimethyl-2-azabicyclo[2.2.1]heptan-5-yl)oxy)pyridazin-3-yl)-5-(2-methoxypyridin-4-yl)phenol